Methyl-2-amino-5-nitrobenzoate COC(C1=C(C=CC(=C1)[N+](=O)[O-])N)=O